C(C)(C)(C)OC(=O)N1CC(CC1)\C=C\C(C1=CC=C(C=C1)C(F)(F)F)OC (E)-3-(3-methoxy-3-(4-(trifluoromethyl)phenyl)prop-1-en-1-yl)pyrrolidine-1-carboxylic acid tert-butyl ester